4-{5-amino-6-[1-(2,6-dichloro-phenyl)-ethoxy]-pyrazin-2-yl}-N-(2-morpholin-4-yl-ethyl)-benzamide NC=1N=CC(=NC1OC(C)C1=C(C=CC=C1Cl)Cl)C1=CC=C(C(=O)NCCN2CCOCC2)C=C1